diallyl-ethyl-(hydroxyethyl)methyl-ammonium sulfate S(=O)(=O)([O-])[O-].C(C=C)C([NH+](CCO)CC)CC=C.C(C=C)C(CC=C)[NH+](CC)CCO